C(=O)(O)C1=CC=C(OC=2C=C(C(C(=O)O)=CC2)C(=O)O)C=C1 4-(4-carboxyphenoxy)phthalic acid